FC=1C=C(C=CC1F)N1C(CCC[C@H]1C1=NC2=C(N1C=1OC=C(N1)C1=CC=C(C=C1)O)C=CC(=C2)C=2C(=NOC2C)C)=O (S)-1-(3,4-difluorophenyl)-6-(5-(3,5-dimethylisoxazol-4-yl)-1-(4-(4-hydroxyphenyl)oxazol-2-yl)-1H-benzo[d]imidazol-2-yl)piperidin-2-one